(R)-4-{3-[4-(6-bromoquinolin-2-yl)phenoxy]propyl}-1,3-dimethylpiperazin-2-one BrC=1C=C2C=CC(=NC2=CC1)C1=CC=C(OCCCN2[C@@H](C(N(CC2)C)=O)C)C=C1